(R)-8-(6-((4-amino-5-isobutoxypentyl)oxy)-2,3-dichlorobenzyl)pyrazolo[1,5-a][1,3,5]triazin-4-amine N[C@H](CCCOC1=CC=C(C(=C1CC=1C=NN2C1N=CN=C2N)Cl)Cl)COCC(C)C